N[C@H]1CN(CCC1)[C@@H]1[C@H](C2=CC(=CC(=C2C1)Cl)Cl)OC1=C(C=CC=C1)F 4-[[(1s,2s)-2-[(3R)-3-aminopiperidin-1-yl]-4,6-dichloro-2,3-dihydro-1H-inden-1-yl]oxy]-3-fluorobenzene